COC([C@H](C[C@H]1C(NCC1)=O)NC(=O)[C@H]1N(CC2(CCC2)C1)C(=O)C=1NC2=CC=CC=C2C1)=O (S)-methyl-2-((S)-6-(1H-indole-2-carbonyl)-6-azaspiro[3.4]octane-7-carboxamido)-3-((S)-2-oxopyrrolidin-3-yl)propanoate